tert-Butyl (S)-4-(2-((1-(3-azidopropyl)pyrrolidin-2-yl)methoxy)-7-chloro-8-fluoropyrido[4,3-d]pyrimidin-4-yl)piperazine-1-carboxylate N(=[N+]=[N-])CCCN1[C@@H](CCC1)COC=1N=C(C2=C(N1)C(=C(N=C2)Cl)F)N2CCN(CC2)C(=O)OC(C)(C)C